NC1CC(C1)NC1=NC=C2C=C(N=C(C2=C1)NC(C)C)C#N 7-(((1r,3r)-3-aminocyclobutyl)amino)-1-(isopropylamino)-2,6-naphthyridine-3-carbonitrile